1-(6-((4-(1-(4-(6-hydroxy-2-phenyl-1,2,3,4-tetrahydronaphthalen-1-yl)phenyl)piperidin-4-yl)piperazin-1-yl)methyl)pyridazin-3-yl)dihydropyrimidine-2,4(1H,3H)-dione OC=1C=C2CCC(C(C2=CC1)C1=CC=C(C=C1)N1CCC(CC1)N1CCN(CC1)CC1=CC=C(N=N1)N1C(NC(CC1)=O)=O)C1=CC=CC=C1